FC1=CC=C(C=C1)N1C(C(=CC(=C1)C=C)C(=O)OC)=O methyl 1-(4-fluorophenyl)-2-oxo-5-vinyl-1,2-dihydropyridine-3-carboxylate